C(C)N1C2=CC=CC=C2C=2C=C(C=CC12)C=CC1=CC=C(C=C1)C1=CC=C(C=C1)C=CC=1C=CC=2N(C3=CC=CC=C3C2C1)CC bis(9-ethyl-3-carbazolyl-vinyl)-1,1'-biphenyl